1,3,5-tris(4-hydroxyphenyl)-4-propyl-1H-pyrazole OC1=CC=C(C=C1)N1N=C(C(=C1C1=CC=C(C=C1)O)CCC)C1=CC=C(C=C1)O